C(CCCCCCCCCCCCCCC)N(CCCCCCCCCCCCCCCC)[SiH2]C=C(C)C (dihexadecylamino)(dimethyl)vinylsilane